tert-butyl N-(cyclobutylmethyl)-N-[1-[6-[[4-(5-methoxy-3-pyridyl)triazol-1-yl]methyl]pyridazin-3-yl] azepan-3-yl]carbamate C1(CCC1)CN(C(OC(C)(C)C)=O)C1CN(CCCC1)C=1N=NC(=CC1)CN1N=NC(=C1)C=1C=NC=C(C1)OC